O=C1NC(CCC1N1C(C2=CC=C(C=C2C1=O)F)=O)=O 2-(2,6-dioxopiperidin-3-yl)-5-fluoro-2,3-dihydro-1H-isoindole-1,3-dione